N1C=NC=C2C1=NC=C2 r-pyrrolo[2,3-d]pyrimidine